6-Hexyl-7-hydroxy-3-(4-methyl-thiazol-2-yl)-chromen-2-one C(CCCCC)C=1C=C2C=C(C(OC2=CC1O)=O)C=1SC=C(N1)C